3-[5'-(difluoromethoxy)-5-fluoro[3,3'-bipyridin]-2-yl]-3-methoxy-5,5-dimethyl-6-oxocyclohex-1-ene-1-carbonitrile FC(OC=1C=C(C=NC1)C=1C(=NC=C(C1)F)C1(C=C(C(C(C1)(C)C)=O)C#N)OC)F